3-(2-((3r,5r,7r)-adamantan-1-yl)acetoxy)-2-(hydroxymethyl)propyl (9Z,12Z)-octadeca-9,12-dienoate C(CCCCCCC\C=C/C\C=C/CCCCC)(=O)OCC(COC(CC12CC3CC(CC(C1)C3)C2)=O)CO